1-[2-(3-fluoroazetidin-1-yl)-2-oxo-ethyl]-6-[4-fluoro-3-(trifluoromethyl)phenyl]-3-methyl-imidazo[4,5-b]pyridin-2-one FC1CN(C1)C(CN1C(N(C2=NC=C(C=C21)C2=CC(=C(C=C2)F)C(F)(F)F)C)=O)=O